N-(p-hydroxyphenyl)-2-naphthylamine OC1=CC=C(C=C1)NC1=CC2=CC=CC=C2C=C1